NC=1C=C2CN(CC2=CC1)C(=O)OC(C)(C)C tert-butyl 5-amino-2,3-dihydro-1H-isoindole-2-carboxylate